OC(CC1=NC=CC(=N1)C(=O)N)(C)C (2-hydroxy-2-methylpropyl)pyrimidine-4-carboxamide